FC1=CC=C2C=C(NC2=C1)C(=O)N(C1=CC=CC=C1)C(C)C 6-fluoro-N-isopropyl-N-phenyl-1H-indole-2-carboxamide